3-((tert-butyldimethylsilyl)oxy)-1,1-diphenylpropan-2-ol [Si](C)(C)(C(C)(C)C)OCC(C(C1=CC=CC=C1)C1=CC=CC=C1)O